(M)-6-Chloro-4-[(2S,5R)-2,5-dimethyl-4-prop-2-enoyl-piperazin-1-yl]-1-(2-isopropyl-4-methyl-3-pyridyl)-7-(3-methoxy-1-naphthyl)pyrido[2,3-d]pyrimidin-2-one ClC1=CC2=C(N(C(N=C2N2[C@H](CN([C@@H](C2)C)C(C=C)=O)C)=O)C=2C(=NC=CC2C)C(C)C)N=C1C1=CC(=CC2=CC=CC=C12)OC